bis{2-{N-methyl-N-(tetradecanoylpropyl)amino}ethyl} disulfide CN(C(CC)C(CCCCCCCCCCCCC)=O)CCSSCCN(C(CC)C(CCCCCCCCCCCCC)=O)C